BrC1=CC=C(C(=N1)OCCOC)N 6-bromo-2-(2-methoxyethoxy)pyridin-3-amine